C(C)(C)(C)OC(=O)N1CCC(CC1)NC1=C(C=CC=C1C(F)(F)F)N 4-((2-amino-6-(trifluoromethyl)phenyl)amino)piperidine-1-carboxylic acid tert-butyl ester